C(=O)(OC(C)(C)C)NCCB1OC(C)(C)C(C)(C)O1 2-(Boc-amino)ethylboronic acid pinacol ester